2,2,2-trichloroethyl 5-fluoro-2,4-diisopropyl-6-(3-(trifluoromethyl)phenyl)pyridin-3-ylcarbamate FC=1C(=C(C(=NC1C1=CC(=CC=C1)C(F)(F)F)C(C)C)NC(OCC(Cl)(Cl)Cl)=O)C(C)C